2-N-butyryl-3,4,6-tri-O-acetyl-1-O-(2-(4-ethoxyphenyl)ethyl)-D-glucosamine C(CCC)(=O)N[C@H]1C(OCCC2=CC=C(C=C2)OCC)O[C@@H]([C@H]([C@@H]1OC(C)=O)OC(C)=O)COC(C)=O